C12N(CC(NC1)C2)C2=C(C=C(C=N2)NC2=NC=C(C(=N2)NN2C(OC1=C2C=CC=C1)=O)C)F {2-[6-(2,5-diaza-bicyclo[2.2.1]hept-2-yl)-5-fluoro-pyridin-3-ylamino]-5-methyl-pyrimidin-4-ylamino}-3H-benzooxazol-2-one